4-aminobutan-1-yl-(lysine) NCCCCN[C@@H](CCCCN)C(=O)O